2-((6-oxo-5-(trifluoromethyl)-1,6-dihydropyridazin-4-yl)oxy)propanamide O=C1C(=C(C=NN1)OC(C(=O)N)C)C(F)(F)F